C(#N)C=1C(=NC(=NC1)NC1=C(C=C(C(=C1)F)N1CCC(CC1)N1CCN(CC1)C)NC(C=C)=O)NC1=C(C=C(C=C1)F)OC(C)C N-(2-((5-cyano-4-((4-fluoro-2-isopropoxyphenyl)amino)pyrimidin-2-yl)amino)-4-fluoro-5-(4-(4-methylpiperazin-1-yl)piperidin-1-yl)phenyl)acrylamide